Cl.Cl.C1=CC(=CC2=NC3=CC=CC=C3C=C12)N1CCOCC1 4-(3-acridinyl)morpholine dihydrochloride